tert-butyl N-{1-[7-({8-fluoro-2-methylimidazo[1,2-a]pyridin-6-yl}carbamoyl)-2-methylindazol-4-yl]-4-(fluoromethyl)piperidin-4-yl}carbamate FC=1C=2N(C=C(C1)NC(=O)C1=CC=C(C3=CN(N=C13)C)N1CCC(CC1)(CF)NC(OC(C)(C)C)=O)C=C(N2)C